3-(5-(((1S,2S)-2-(((1-ethyl-1H-pyrazol-4-yl)methyl)amino)cyclohexyl)oxy)-1-oxoisoindolin-2-yl)piperidine-2,6-dione C(C)N1N=CC(=C1)CN[C@@H]1[C@H](CCCC1)OC=1C=C2CN(C(C2=CC1)=O)C1C(NC(CC1)=O)=O